C(C)(C)(C)OC(=O)N(C1(CC1)C(=O)O[C@@H](C(=O)OCC1=CC=CC=C1)C)C benzyl (2R)-2-[(1-[[(tertbutoxy)carbonyl](methyl)amino]cyclopropyl)carbonyloxy]propanoate